C[N@@+]1(CCC[C@H]1C2=CN=CC=C2)[O-] (1'S,2'S)-nicotine 1'-oxide